CS(=O)(=O)OC1=C(C=CC(=C1)C)C1OCCC1.[Na] sodium (5-methyl-2-(tetrahydrofuran-2-yl) phenyl) methanesulfonate